(2S)-2-[9H-fluoren-9-yl-methoxycarbonyl-(methyl)amino]-3-methyl-butanoic acid C1=CC=CC=2C3=CC=CC=C3C(C12)COC(=O)N([C@H](C(=O)O)C(C)C)C